N-[(2R)-1-[[(2S)-2-amino-5-carbamimidamidopentanoyl]amino]propan-2-yl]-4-[[3-(2,3-difluoro-4-methoxyphenyl)imidazo[1,2-a]pyrazin-8-yl]amino]-2-ethylbenzamide N[C@H](C(=O)NC[C@@H](C)NC(C1=C(C=C(C=C1)NC=1C=2N(C=CN1)C(=CN2)C2=C(C(=C(C=C2)OC)F)F)CC)=O)CCCNC(=N)N